3-[2-(difluoromethoxy)-4-(trifluoromethyl)phenyl]-4-(1-methylcyclopropyl)-7-[(3R)-1-methyl-3-piperidyl]-5,6-dihydropyrrolo[2,3-c]pyridazine FC(OC1=C(C=CC(=C1)C(F)(F)F)C1=C(C2=C(N=N1)N(CC2)[C@H]2CN(CCC2)C)C2(CC2)C)F